ClC1=C(C=CC=C1N1N=C2CN(CCC2=C1)C(C)C)C1=C(C(=CC=C1)C=1OC2=C(N1)C=C(C=C2C#N)CN2C[C@@H](CC2)C(=O)NC)C (R)-1-((2-(2'-chloro-3'-(6-isopropyl-4,5,6,7-tetrahydro-2H-pyrazolo[3,4-c]pyridin-2-yl)-2-methylbiphenyl-3-yl)-7-cyanobenzo[d]oxazol-5-yl)methyl)-N-methylpyrrolidine-3-carboxamide